1-(cyclopropylmethyl)piperidine-4-thiol C1(CC1)CN1CCC(CC1)S